C(C)C1=C(C=CC=C1)C 1-ethyl-2-methyl-Benzene